((butylamino)methyl)benzoic acid methyl ester COC(C1=C(C=CC=C1)CNCCCC)=O